Cl.CC(COC1=NC=CC=C1C)(C)NC(C[C@H]1NCCC1)=O (S)-N-(2-methyl-1-((3-methylpyridin-2-yl)oxy)propan-2-yl)-2-(pyrrolidin-2-yl)acetamide HCl salt